2-(2-bromo-7-(4-(tert-butoxycarbonyl)piperazin-1-yl)-6-ethyl-8-oxopyrido[2,3-b]pyrazin-5(8H)-yl)acetic acid BrC=1N=C2C(=NC1)N(C(=C(C2=O)N2CCN(CC2)C(=O)OC(C)(C)C)CC)CC(=O)O